C(C)(C)(C)NC=1N=CC2=C(N1)C(=CN=C2NC(C2=CC=CC=C2)=O)N2C[C@H](CCC2)O (S)-N-(2-(tert-butylamino)-8-(3-hydroxypiperidin-1-yl)pyrido[4,3-d]pyrimidine-5-yl)benzamide